N1(C=NC=C1)C=1C=CC2=C(N=C(S2)C2=C(SC=3CN(CCC32)C(=O)OC(C)(C)C)NC(CCN(C(C)C)C(=O)OC(C)(C)C)=O)C1 tert-Butyl 3-(5-(1H-imidazol-1-yl)benzo[d]thiazol-2-yl)-2-(3-((tert-butoxycarbonyl)(iso-propyl)amino)propanamido)-4,5-dihydrothieno[2,3-c]pyridine-6(7H)-carboxylate